C(C)C(C(=O)O)C(C)=O.O=C(CC(=O)OCC)C ethyl 3-oxobutyrate (ethyl 3-oxobutanoate)